N-(5-bromo-1H-pyrazol-3-yl)-2-chloroquinazolin-4-amine BrC1=CC(=NN1)NC1=NC(=NC2=CC=CC=C12)Cl